DL-2-Methylbutyric Acid CCC(C)C(=O)O